5-(3-pentyl)p-menthane-3,9-diol CCC(CC)C1C(C(CC(C1)C)O)C(CO)C